N-((S)-(7-((R*)-1-(2-(3,3-Difluorocyclobutyl)acetamido)-2-ethoxyethyl)imidazo[1,2-b]pyridazin-2-yl)(4,4-difluorocyclohexyl)methyl)-1-isopropyl-1H-pyrazole-5-carboxamide FC1(CC(C1)CC(=O)N[C@@H](COCC)C1=CC=2N(N=C1)C=C(N2)[C@@H](NC(=O)C2=CC=NN2C(C)C)C2CCC(CC2)(F)F)F |o1:9|